5-iso-propylidene-2-norbornene C(C)(C)=C1C2C=CC(C1)C2